FC1=CC(=CC=2C(=C(OC21)C)C(=O)OCC)OCC2=C(N=CS2)C ethyl 7-fluoro-2-methyl-5-((4-methylthiazol-5-yl)methoxy)benzofuran-3-carboxylate